[N+](=O)([O-])C1=CC=C(C(=O)OC2C3OC3CC(C2)NC(=O)OC(C)(C)C)C=C1 4-((tert-butoxycarbonyl)amino)-7-oxabicyclo[4.1.0]heptan-2-yl 4-nitrobenzoate